CC(CC)CC 3-methyl-pentane